5-((4-(((S)-2-hydroxy-1-phenylethyl)amino)-5-(3-(pyridin-4-yl)-1,2,4-oxadiazol-5-yl)pyridin-2-yl)amino)-3-methylisoindolin-1-one OC[C@H](C1=CC=CC=C1)NC1=CC(=NC=C1C1=NC(=NO1)C1=CC=NC=C1)NC=1C=C2C(NC(C2=CC1)=O)C